[O-2].[Zn+2].[In+3] indium zinc-oxide